4-((5-cyclopropyl-1H-pyrazol-3-yl)amino)-6-(prop-2-yn-1-ylcarbamoyl)pyrimidin C1(CC1)C1=CC(=NN1)NC1=NC=NC(=C1)C(NCC#C)=O